FC1=C(C=CC=C1)C#CC=1C2=C(C(N(C1)C)=O)NC(=C2C(=O)OCC)C ethyl 4-[2-(2-fluorophenyl)ethynyl]-2,6-dimethyl-7-oxo-1H-pyrrolo[2,3-c]pyridine-3-carboxylate